3-phenylbenzyl acrylate zirconium [Zr].C(C=C)(=O)OCC1=CC(=CC=C1)C1=CC=CC=C1